ISOXAZOLYL ETHER O1N=C(C=C1)OC1=NOC=C1